C1(=CC=CC=C1)CCO 2-PHENYL-ETHANOL